3,4-dihydroisoquinoline-2(1H)-carboxylic acid quinuclidin-4-ylmethyl ester N12CCC(CC1)(CC2)COC(=O)N2CC1=CC=CC=C1CC2